C(C)OC1=NNC2=NC(=CN=C21)N2CCC1(CC(N(C1)C1=CC(=NC=C1)C(F)(F)F)=O)CC2 8-(3-ethoxy-1H-pyrazolo[3,4-b]pyrazin-6-yl)-2-(2-(trifluoromethyl)pyridin-4-yl)-2,8-diazaspiro[4.5]decan-3-one